The molecule is a 6-alkyl-4-hydroxy-2H-pyran-2-one that is 4-hydroxy-2H-pyran-2-one in which the hydrogen at position 6 is replaced by an 11-hydroxyheptadecyl group. It is a 6-alkyl-4-hydroxy-2H-pyran-2-one and a secondary alcohol. CCCCCCC(CCCCCCCCCCC1=CC(=CC(=O)O1)O)O